(3S)-3-dimethylaminopyrrolidin-1-yl chloride CN([C@@H]1CN(CC1)Cl)C